o-fluorobenzophenone FC1=C(C=CC=C1)C(C1=CC=CC=C1)=O